2-(2-chlorophenyl)-5,7-dihydroxy-8-[(3S,4R)-3-hydroxy-1-methyl-piperidinyl]-4-chromenone ClC1=C(C=CC=C1)C=1OC2=C(C(=CC(=C2C(C1)=O)O)O)C1N(CCC[C@@H]1O)C